hafnium-zirconium-oxide [O-2].[Zr+4].[Hf+4].[O-2].[O-2].[O-2]